Tert-Butyl 7-(2,6-Dioxopiperidin-3-Yl)-3',3'-Difluoro-6-Oxo-7,8-Dihydro-2H,6H-Spiro[Furo[2,3-e]Isoindole-3,4'-Piperidine]-1'-Carboxylate O=C1NC(CCC1N1C(C2=CC=C3C(=C2C1)OCC31C(CN(CC1)C(=O)OC(C)(C)C)(F)F)=O)=O